BrC1=C(CN2N=C(N=N2)C2=CC=CC(=N2)C(CS(=O)(=O)N)(C)O)C=C(C=C1)F 2-(6-(2-(2-bromo-5-fluorobenzyl)-2H-tetrazol-5-yl)pyridin-2-yl)-2-hydroxypropane-1-sulfonamide